N-[(1S)-1-(3-bromophenyl)ethyl]-2,6-dimethyl-furo[2,3-d]pyrimidin-4-amine BrC=1C=C(C=CC1)[C@H](C)NC=1C2=C(N=C(N1)C)OC(=C2)C